Cl.NC=1C=CC(=NC1)C=1N=NN(C1NC(O)=O)C (4-(5-aminopyridin-2-yl)-1-methyl-1H-1,2,3-triazol-5-yl)carbamate hydrochloride